C1(CC1)C([C@@H](C(=O)NC1=CC=C(C=C1)C1=C(N=CO1)C)NC(OC(C)(C)C)=O)C1CC1 tert-butyl (S)-(1,1-dicyclopropyl-3-((4-(4-methyloxazol-5-yl)phenyl)amino)-3-oxopropan-2-yl)carbamate